tert-butyl N-(2-chloro-6-iodo-7-methyl-thieno[3,2-d]pyrimidin-4-yl)-N-(2-furylmethyl)carbamate ClC=1N=C(C2=C(N1)C(=C(S2)I)C)N(C(OC(C)(C)C)=O)CC=2OC=CC2